4-(2'-fluoro-[1,1'-biphenyl]-4-yl)-N-(6-methylpyridin-3-yl)piperazine-1-carboxamide FC1=C(C=CC=C1)C1=CC=C(C=C1)N1CCN(CC1)C(=O)NC=1C=NC(=CC1)C